FC(C=1C=C(C=C(C1)C(F)(F)F)N(C(OC(C)(C)C)=O)CC=O)(F)F tert-butyl [3,5-bis(trifluoromethyl)phenyl](2-oxoethyl)carbamate